(cis)-benzyl ((2-(hydroxymethyl)-cyclopropyl)-methyl)carbamate OC[C@@H]1[C@@H](C1)CNC(OCC1=CC=CC=C1)=O